(1aR,5aR,5R)-1-(2-methylpropane-2-yl)-5-(1-ethyl-propoxy)-1a,2,5,5a-tetrahydrobenzo[1,2]aziridine CC(C)(C)N1[C@@H]2[C@H]1CC=C[C@H]2OC(CC)CC